C12(C(C(C(CC1)C2(C)C)=O)=O)C 2,3-bornanedione